C(C)(C)(C)OC(=O)N1C(CC1)SC1=CC=C(C=C1)Br (4-bromophenyl)sulfanylazetidine-1-carboxylic acid tert-butyl ester